BrC=1C(=C2C(=NC1)NCC21CC(CC1)(O)C(F)(F)F)Cl 5'-Bromo-4'-chloro-3-(trifluoromethyl)-1',2'-dihydrospiro[cyclopentane-1,3'-pyrrolo[2,3-b]pyridin]-3-ol